(5-bromo-3-methyl-2-oxo-benzimidazol-1-yl)-1-[(4-methoxyphenyl)methyl]Piperidine-2,6-dione BrC1=CC2=C(N(C(N2C)=O)C2C(N(C(CC2)=O)CC2=CC=C(C=C2)OC)=O)C=C1